C(C1CO1)(=O)N Glycidamide